methyl-(6-chloropyrazin-2-yl)methanamine CC(N)C1=NC(=CN=C1)Cl